1-(4-aminophenoxy)-3-(3-aminophenoxy)benzene NC1=CC=C(OC2=CC(=CC=C2)OC2=CC(=CC=C2)N)C=C1